5-chloro-1H-pyrrolo[3,2-b]pyridin-7-amine ClC1=CC(=C2C(=N1)C=CN2)N